ethyl 2-(2-benzoylhydrazineyl)-2-oxoacetate C(C1=CC=CC=C1)(=O)NNC(C(=O)OCC)=O